C(CCCC(=O)OCCCCCC)(=O)OCCCCCC Dihexyl glutarate